NC=1C=C(C=CC1)S(=O)(=O)NC1=NC(=C(C(=N1)OC=1C=C(C(=O)O)C=CC1)CC)Cl 3-[2-[(3-aminophenyl)sulfonylamino]-6-chloro-5-ethyl-pyrimidin-4-yl]oxybenzoic acid